ClC1=C(OC2=CC3=C(N(C=N3)C)C=C2)C=C(C(=C1)[N+](=O)[O-])F 5-(2-chloro-5-fluoro-4-nitrophenoxy)-1-methyl-1H-benzo[d]imidazole